NN[C@@H](CC1=CC=CC=C1)C(=O)O |r| racemic-aminophenylalanine